2-(2-methoxy-4-(1-methoxycyclopropyl)phenyl)-4,4,5,5-tetramethyl-1,3,2-dioxaborolan COC1=C(C=CC(=C1)C1(CC1)OC)B1OC(C(O1)(C)C)(C)C